ClC=1C(=NC(=C(C(=O)NC2=CC(=C(C=C2)C)C#N)C1)N1CCC(CCC1)(F)F)C 5-chloro-N-(3-cyano-4-methylphenyl)-2-(4,4-difluoroazepan-1-yl)-6-methylnicotinamide